C1=CC=CC=2C3=CC=CC=C3C(C12)COC(=O)N1C[C@@H](C[C@H]1C(=O)O)NC(COCC[N+](C)(C)C)=O 2-(2-(((3R,5S)-1-(((9H-fluoren-9-yl)methoxy)carbonyl)-5-carboxypyrrolidin-3-yl)amino)-2-oxoethoxy)-N,N,N-trimethylethan-1-aminium